4-(2-piperidinylmethyl)phenol N1C(CCCC1)CC1=CC=C(C=C1)O